C(\C=C\C(=O)O)(=O)O.NCCC1=CNC2=CC=CC=C12.NCCC1=CNC2=CC=CC=C12 tryptamine hemi-fumarate